5-Amino-8-(2-furyl)-1-methyl-3-[2-[4-[4-(trifluoromethyl)phenyl]piperazin-1-yl]ethyl][1,2,4]triazolo[5,1-f]purin-2-one NN1C=NC(=C2N3C(N=C12)N(C(N3C)=O)CCN3CCN(CC3)C3=CC=C(C=C3)C(F)(F)F)C=3OC=CC3